NC(C(=O)O)(C)C α-Aminoisobutanoic acid